2-fluoro-6-((6aR,8R)-8-(5-(hydroxymethyl)-1H-pyrazolo[3,4-b]pyridin-1-yl)-6a-methyl-5,6,6a,7,8,9-hexahydropyrrolo[1',2':4,5]pyrazino[2,3-c]pyridazin-2-yl)phenol FC1=C(C(=CC=C1)C=1C=C2C(=NN1)NC[C@@]1(N2C[C@@H](C1)N1N=CC=2C1=NC=C(C2)CO)C)O